tert-butyl (S)-(1-(4-bromophenyl)ethyl)(methyl)carbamate BrC1=CC=C(C=C1)[C@H](C)N(C(OC(C)(C)C)=O)C